(R)-1-(1-cyanopyrrolidin-3-yl)-3-(imidazo[1,2-a]pyridin-2-yl)-1-methylurea C(#N)N1C[C@@H](CC1)N(C(=O)NC=1N=C2N(C=CC=C2)C1)C